ClC1=NC(=C2N=CN(C2=N1)[C@H]1[C@@H]([C@@H]([C@H](O1)CN(C(CP1(NC2=C(CO1)C=CC=C2)=O)=O)C)O)O)NC2CCCC2 N-{[(2R,3S,4R,5R)-5-[2-chloro-6-(cyclopentylamino)-9H-purin-9-yl]-3,4-dihydroxyoxolan-2-yl]methyl}-N-methyl-2-(2-oxo-2,4-dihydro-1H-3,1,2λ5-benzoxazaphosphinin-2-yl)acetamide